(R)-(-)-3-methyl-2-phenylbutylamine CC([C@@H](CN)C1=CC=CC=C1)C